ClC1=CC=C(C(=N1)C=1N=NN(N1)C([2H])([2H])[2H])NC(C)C=1C=C(C=C2C(N(C=3N(C12)C=NC3C=3C=NC(=NC3)CO)C)=O)C 9-(1-((6-chloro-2-(2-(methyl-d3)-2H-tetrazol-5-yl)pyridin-3-yl)amino)ethyl)-3-(2-(hydroxymethyl)pyrimidin-5-yl)-4,7-dimethylimidazo[1,5-a]quinazolin-5(4H)-one